C1(CCCCC1)C(C(=O)OC)O methyl 2-cyclohexyl-2-hydroxyacetate